BrC1=C(C=CC(=C1)C(F)(F)F)C=1C=C2CCN(C(C2=CC1)=O)C=1C=CC(=C(C1)NS(=O)(=O)C(C)C)OCOCCOC N-(5-(6-(2-bromo-4-(trifluoromethyl)phenyl)-1-oxo-3,4-dihydroisoquinolin-2(1H)-yl)-2-((2-methoxyethoxy)methoxy)phenyl)propane-2-sulfonamide